C(C)N(CC)CCC1CO1 diethylamino-3,4-epoxybutane